ClC1=CC=C(C=C1)OC(=S)C1C2=CC=CC=C2N(C=2C=CC=CC12)C 10-methyl-9,10-dihydroacridine-9-thiocarboxylic acid-4-chlorophenyl ester